para-trifluoromethyl-aniline FC(C1=CC=C(N)C=C1)(F)F